7-(2-methoxyphenyl)-1-(2-morpholinoethyl)-3,4-dihydroquinolin-2(1H)-one COC1=C(C=CC=C1)C1=CC=C2CCC(N(C2=C1)CCN1CCOCC1)=O